O([C@H]1[C@H](O)[C@@H](O)[C@H](O)[C@H](O1)CO)C1[C@H](O)[C@@H](O)[C@H](O)[C@H](O1)CO D-glucopyranosyl β-D-glucopyranoside